(S)-2-amino-5,5-difluoro-9-(5,6,7,8-tetrahydro-1,8-naphthyridin-2-yl)nonanoic acid N[C@H](C(=O)O)CCC(CCCCC1=NC=2NCCCC2C=C1)(F)F